[Na+].C(=O)(O)CN1C(=[NH+]C=C1)CCCCCCCCCCCC 1-(carboxymethyl)-2-laurylimidazolium sodium salt